C(C)(=O)N1C(C2=CC(=CC(=C2C1)C(F)(F)F)CN1CC(C1)OC)=O 2-acetyl-6-((3-methoxyazetidin-1-yl)methyl)-4-(trifluoromethyl)isoindol-1-one